CN1CCC2=C(CC1)C=CC(=C2)NC=2N=CC1=C(N2)CNCC1 3-methyl-N-{5H,6H,7H,8H-pyrido[3,4-d]pyrimidin-2-yl}-2,3,4,5-tetrahydro-1H-3-benzazepin-7-amine